methyl (E)-3-(1-benzylquinolin-2(1H)-ylidene)-2-oxopropanoate C(C1=CC=CC=C1)N1\C(\C=CC2=CC=CC=C12)=C\C(C(=O)OC)=O